NC1CN(CCC1)C1=C2C(=NC=C1)N(C(=N2)C2=CC(=C(C#N)C=C2)F)C=2C=C1C(=NC2)N(C=C1)C 4-(7-(3-Aminopiperidin-1-yl)-3-(1-methyl-1H-pyrrolo[2,3-b]pyridin-5-yl)-3H-imidazo[4,5-b]pyridin-2-yl)-2-fluorobenzonitrile